NCCOCCOCCC(=O)NC1=C(C(=O)NC=2SC(=C(N2)C)C)C=C(C=C1)C (3-(2-(2-Aminoethoxy)ethoxy)propionylamino)-N-(4,5-dimethylthiazol-2-yl)-5-methylbenzamide